ClC1=NC(=NC(=C1)O[C@@H](C)[C@H]1N(C[C@@H](C1)F)C)C1=NOC(=C1)C(C)(C)C1=C(C=CC=C1F)F 4-chloro-2-{5-[2-(2,6-difluorophenyl)propan-2-yl]-1,2-oxazol-3-yl}-6-[(1S)-1-[(2S,4R)-4-fluoro-1-methylpyrrolidin-2-yl]ethoxy]pyrimidine